4-((3-(4-(((1S,4S)-4-(2-azaspiro[3.3]heptan-2-yl)cyclohexyl)amino)-1-(2,2,2-trifluoro-ethyl)-1H-indol-2-yl)prop-2-yn-1-yl)amino)-3-methoxy-benzenesulfonamide C1N(CC12CCC2)C2CCC(CC2)NC2=C1C=C(N(C1=CC=C2)CC(F)(F)F)C#CCNC2=C(C=C(C=C2)S(=O)(=O)N)OC